BrC1=CC=C(C=C1)N(C1=CC=C(C=C1)C1=CC=CC=C1)C1=CC=C(C=C1)C=1C2=CC=CC=C2C=2C=CC=CC2C1 N-(4-bromophenyl)-N-(4-(phenanthren-9-yl)phenyl)-[1,1'-biphenyl]-4-amine